methyl (1s,3r)-1-(2,6-difluoro-4-((1-(3-fluoropropyl) pyrrolidin-3-yl) methyl) phenyl)-2-(2,2-difluoropropyl)-3-methyl-1,2,3,4-tetrahydroisoquinoline-6-carboxylate FC1=C(C(=CC(=C1)CC1CN(CC1)CCCF)F)[C@H]1N([C@@H](CC2=CC(=CC=C12)C(=O)OC)C)CC(C)(F)F